2-(4-ethylphenyl)-3,4-diphenyl-2,3-dihydro-oxazole C(C)C1=CC=C(C=C1)C1OC=C(N1C1=CC=CC=C1)C1=CC=CC=C1